FC1(CN(C1)C(=O)C=1C=C(C=CC1)[C@@H]1[C@H](C1)C=1C=2N(N=C(C1)C=1C(NC(NC1)=O)=O)C=CN2)F 5-(8-((1S,2S)-2-(3-(3,3-difluoroazetidine-1-carbonyl)phenyl)cyclopropyl)imidazo[1,2-b]pyridazin-6-yl)pyrimidine-2,4(1H,3H)-dione